CN(C)CCCN(CCCN)CCCN(C)C N,N-Bis(dimethylaminopropyl)-N-(3-aminopropyl)amin